N-(8-fluoro-6-oxo-1,4,5,6-tetrahydro-2H-pyrano[3,4-c]isoquinolin-1-yl)-N-methylbenzo[d]thiazole-5-carboxamide FC=1C=CC=2C3=C(NC(C2C1)=O)COCC3N(C(=O)C=3C=CC1=C(N=CS1)C3)C